C(C)(C)(C)OC(=O)N1C[C@H](CC1)[C@@H](C(=O)O)CC1=CC(=CC=C1)C=1C=NC(=CC1)C(F)(F)F (2S)-2-[(3R)-1-tert-Butoxycarbonylpyrrolidin-3-yl]-3-[3-[6-(trifluoromethyl)-3-pyridyl]phenyl]propanoic acid